NC1=CC(=C2C(NC(C2=C1)=O)C1=C(C=CC(=C1)F)Cl)NC(=O)N1C2(C(C3=CC(=CC=C13)F)(C(F)(F)F)O)CC2 N-(6-amino-3-(2-chloro-5-fluorophenyl)-1-oxoisoindolin-4-yl)-5'-fluoro-3'-hydroxy-3'-trifluoromethyl-spiro[cyclopropane-1,2'-indoline]-1'-carboxamide